1,4-bis[4-(6-acryloyloxyhexyloxy)-3-methylbenzoyloxy]-2-methylbenzene C(C=C)(=O)OCCCCCCOC1=C(C=C(C(=O)OC2=C(C=C(C=C2)OC(C2=CC(=C(C=C2)OCCCCCCOC(C=C)=O)C)=O)C)C=C1)C